(3R)-3-{[7-bromo-2-(3-fluorophenyl)[1,2,4]triazolo[1,5-c]quinazolin-5-yl]amino}azepan-2-one BrC1=CC=CC=2C=3N(C(=NC12)N[C@H]1C(NCCCC1)=O)N=C(N3)C3=CC(=CC=C3)F